COC=1C(=CC(=C(C1)N1CCC(CC1)N1CCN(CC1)C)C)[N+](=O)[O-] 1-[1-(5-methoxy-2-methyl-4-nitro-phenyl)-4-piperidyl]-4-methyl-piperazine